1-(9Z-nonadecenoyl)-2-(4Z,7Z,10Z,13Z,16Z,19Z-docosahexaenoyl)-glycero-3-phosphocholine CCCCCCCCC/C=C\CCCCCCCC(=O)OC[C@H](COP(=O)([O-])OCC[N+](C)(C)C)OC(=O)CC/C=C\C/C=C\C/C=C\C/C=C\C/C=C\C/C=C\CC